2-[[4-[(E)-3-(3,4-Dichlorophenyl)prop-2-enoyl]phenyl]sulfonyl-methylamino]acetic acid ClC=1C=C(C=CC1Cl)/C=C/C(=O)C1=CC=C(C=C1)S(=O)(=O)N(CC(=O)O)C